3-fluoro-5-(5-methyl-1,3,4-oxadiazol-2-yl)aniline FC=1C=C(N)C=C(C1)C=1OC(=NN1)C